N-(4-chloro-3-fluoro-5-(7-(methylamino)-1,6-naphthyridin-3-yl)phenyl)-4-(2-cyanoprop-2-yl)picolinamide ClC1=C(C=C(C=C1C=1C=NC2=CC(=NC=C2C1)NC)NC(C1=NC=CC(=C1)C(C)(C)C#N)=O)F